(5'S)-3-{[4-(1,2-oxazol-3-yl)phenyl]methoxy}-5'-(pyrazin-2-yl)tetrahydro-3'H-spiro[cyclobutane-1,2'-pyrrolo[2,1-b][1,3]oxazol]-3'-one O1N=C(C=C1)C1=CC=C(C=C1)COC1CC2(C(N3C(O2)CC[C@H]3C3=NC=CN=C3)=O)C1